N-(3-(2-(hydroxymethyl)-7-(methylsulfonyl)-2,3-dihydro-[1,4]dioxino[2,3-c]pyridin-5-yl)-1-methyl-1H-pyrrolo[2,3-c]pyridin-5-yl)acetamide OCC1OC2=C(C(=NC(=C2)S(=O)(=O)C)C2=CN(C3=CN=C(C=C32)NC(C)=O)C)OC1